3-fluoro-5-(2-methyltetrazol-5-yl)-N-[2-[10-oxo-6-(2,2,2-trifluoroethoxy)-1,5,11-triazatricyclo[7.4.0.02,7]trideca-2,4,6,8-tetraen-11-yl]ethyl]benzamide FC=1C=C(C(=O)NCCN2C(C3=CC4=C(N=CC=C4N3CC2)OCC(F)(F)F)=O)C=C(C1)C=1N=NN(N1)C